(R)-2-(4-isopropylphenyl)-N-(1-(1-methyl-1H-pyrazolo[3,4-c]pyridazin-5-yl)ethyl)acetamide C(C)(C)C1=CC=C(C=C1)CC(=O)N[C@H](C)C=1C=C2C(=NN1)N(N=C2)C